N-(5-(3-fluorobenzyl)pyridin-2-yl)imidazo[1,2-a]pyridine-6-carboxamide FC=1C=C(CC=2C=CC(=NC2)NC(=O)C=2C=CC=3N(C2)C=CN3)C=CC1